CCCCCCCCCCCCCCCCCCCCCCCCCCCCCCCCCCCCCCCCC hentetracontane